NC[C@H](C)NC(=O)C=1C=NC(=C(C1)C1=NN(C=C1)C)OC1=CC=C(C=C1)C(F)(F)F N-[(2S)-1-Aminopropan-2-yl]-5-(1-methyl-1H-pyrazol-3-yl)-6-[4-(trifluoromethyl)phenoxy]pyridine-3-carboxamide